ClC1=CC=C(S1)CNC1=CC(=NN1C(C(CO)(C)C)=O)C1CCN(CC1)CC(=O)O 2-[4-(5-[(5-chlorothiophen-2-yl)methyl]amino-1-(3-hydroxy-2,2-dimethylpropanoyl)-1H-pyrazol-3-yl)piperidin-1-yl]acetic acid